BrC=1C(=C(C(=CC1)OC(F)(F)F)CC(=O)OC(C)(C)C)Cl tert-butyl 2-[3-bromo-2-chloro-6-(trifluoromethoxy)phenyl]acetate